tert-Butyl (S)-4-(3-bromo-1-(3-nitrophenyl)-1H-pyrazolo[3,4-d]pyrimidin-4-yl)-3-methylpiperazine-1-carboxylate BrC1=NN(C2=NC=NC(=C21)N2[C@H](CN(CC2)C(=O)OC(C)(C)C)C)C2=CC(=CC=C2)[N+](=O)[O-]